N,N-bis(3-methoxybenzyl)-3-((2-(2-(3-methoxyphenoxy)ethoxy)ethoxy)methyl)aniline COC=1C=C(CN(C2=CC(=CC=C2)COCCOCCOC2=CC(=CC=C2)OC)CC2=CC(=CC=C2)OC)C=CC1